O1CCCC=C1C1=NOC(=N1)CC=1NC2=CC=C(C=C2C(N1)=O)C=1C=NC(=CC1)O 2-((3-(3,4-dihydro-2H-pyran-6-yl)-1,2,4-oxadiazol-5-yl)methyl)-6-(6-hydroxypyridin-3-yl)quinazolin-4(1H)-one